C(N)(=O)C=1C(=NNC1NC1=NC=CN=C1)C1=CC=C(C=C1)NC(=O)N1CC(CCC1)C1=CC(=CC=C1)Cl N-(4-(4-carbamoyl-5-(pyrazin-2-ylamino)-1H-pyrazol-3-yl)phenyl)-3-(3-chlorophenyl)piperidine-1-carboxamide